4-[[5-(4-cyclopropyl-2-fluoro-anilino)-4-methyl-3-pyridinyl]methyl]-3-fluoro-N-(methylsulfamoyl)pyridin-2-amine C1(CC1)C1=CC(=C(NC=2C(=C(C=NC2)CC2=C(C(=NC=C2)NS(NC)(=O)=O)F)C)C=C1)F